C1(CC1)S(=O)(=O)NC1=CC(=NC=C1)[C@H](CCOC)NC(=O)C=1SC(=CN1)C1=NC(=CN=C1)OCC (S)-N-(1-(4-(cyclopropanesulfonamido)pyridin-2-yl)-3-methoxypropyl)-5-(6-ethoxypyrazin-2-yl)thiazole-2-carboxamide